CC1=C(C=CC=C1OCC(N1CCCCC1)=O)N1C(NC(CC1)=O)=O 1-(2-methyl-3-(2-oxo-2-(piperidin-1-yl)ethoxy)phenyl)dihydropyrimidine-2,4(1H,3H)-dione